4-chloro-N-(3,4-dimethoxyphenyl)-3-(indolin-1-ylsulfonyl)benzamide ClC1=C(C=C(C(=O)NC2=CC(=C(C=C2)OC)OC)C=C1)S(=O)(=O)N1CCC2=CC=CC=C12